2-methylglutaric anhydride CC1C(=O)OC(CC1)=O